Cl.[C@H]12CNC[C@H](CC1)N2C2=CC=C(C=N2)C=2C=1N(C=C(C2)OCC)N=C2C1C=NN2 4-(6-((1R,5S)-3,8-diazabicyclo[3.2.1]octan-8-yl)pyridin-3-yl)-6-ethoxy-1H-pyrazolo[3',4':3,4]pyrazolo[1,5-a]pyridine hydrochloride